Cl.C(C=C)N(CC(CCl)O)CC=C diallyl-(3-chloro-2-hydroxypropyl)ammonia hydrochloride